FC1=CNC=2C1=NC(=CC2CNC2(CC2)C)C(=O)O 3-fluoro-7-(((1-methylcyclopropyl)amino)methyl)-1H-pyrrolo[3,2-b]pyridine-5-carboxylic acid